N,N6-dimethyladenosine CN(C=1C=2N=CN([C@H]3[C@H](O)[C@H](O)[C@@H](CO)O3)C2N=CN1)C